ClC=1C=C(C=2CC[C@@H](CC2C1)N1[C@@H](C[C@@H](C1)COC1=CC=C(C=C1)S(=O)(=O)CCS(=O)(=O)C)C)C#N (6S)-3-chloro-6-[(2R,4S)-4-{[4-(2-methanesulfonylethanesulfonyl)phenoxy]methyl}-2-methylpyrrolidin-1-yl]-5,6,7,8-tetrahydronaphthalene-1-carbonitrile